2-ethylhexylamine nickel(II) [Ni+2].C(C)C(CN)CCCC